chloro(2-dicyclohexylphosphino-2',6'-dimethyl-Oxy-1,1'-biphenyl) ClC=1C(=C(C=CC1)C1=C(C=CC=C1OC)OC)P(C1CCCCC1)C1CCCCC1